(S)-4-(2,2-difluoro-7-((5-methoxy-7-methyl-1H-indol-4-yl)methyl)-7-azaspiro[3.5]nonan-6-yl)-N-(3,3,3-trifluoropropyl)benzamide FC1(CC2(C1)C[C@H](N(CC2)CC2=C1C=CNC1=C(C=C2OC)C)C2=CC=C(C(=O)NCCC(F)(F)F)C=C2)F